The molecule is a glycosylxylose consisting of beta-D-glucopyranuronic acid and D-xylopyranose residues joined in sequence by a (1->4) glycosidic bond. It is a glycosylxylose and a monocarboxylic acid. It derives from a beta-D-glucuronic acid and a D-xylopyranose. C1[C@H]([C@@H]([C@H](C(O1)O)O)O)O[C@H]2[C@@H]([C@H]([C@@H]([C@H](O2)C(=O)O)O)O)O